FC=1C=C(C=C(C1C)CN1CCOCC1)NC(OC1=CC=CC=C1)=O phenyl (3-fluoro-4-methyl-5-(morpholinomethyl)phenyl)carbamate